potassium manganous cyanide [C-]#N.[Mn+2].[K+].[C-]#N.[C-]#N